[Y].[La].[W] tungsten-lanthanum-yttrium